4-fluoro-N,N-dimethylaniline CN(C)C1=CC=C(C=C1)F